e-Tetradecanoate C(CCCCCCCCCCCCC)(=O)[O-]